N1=NC=C2N1C=CC=C2 triazolo[1,5-a]pyridine